ethyl N-(4-(2-chloro-4-fluorophenyl)-2-oxo-2H-chromen-7-yl)-N-((4-nitrophenyl)sulfonyl)-D-alaninate ClC1=C(C=CC(=C1)F)C1=CC(OC2=CC(=CC=C12)N([C@H](C)C(=O)OCC)S(=O)(=O)C1=CC=C(C=C1)[N+](=O)[O-])=O